BrC1=CC=C2C(C(N(C2=C1)C1CC(C1)=O)=O)(F)F 6-bromo-3,3-difluoro-1-(3-oxocyclobutyl)indolin-2-one